BrC1=CC(=C(C=C1)C=1N=NC(=CN1)N([C@H]1[C@H]([C@@H]2CC[C@H](C1)N2C(=O)OC(C)(C)C)F)C)OC |r| (±)-tert-butyl (1S,2R,3R,5R)-3-((3-(4-bromo-2-methoxyphenyl)-1,2,4-triazin-6-yl)(methyl)amino)-2-fluoro-8-azabicyclo[3.2.1]octane-8-carboxylate